2,5-Dioxopyrrolidin-1-yl 6-[2-(bis{2-[(3S,5R)-3,5-bis({2-[(α-L-fucopyranosyl)oxy]ethyl} carbamoyl)piperidin-1-yl]-2-oxoethyl}amino)acetamido]hexanoate [C@@H]1([C@@H](O)[C@H](O)[C@H](O)[C@@H](O1)C)OCCNC(=O)[C@@H]1CN(C[C@@H](C1)C(NCCO[C@H]1[C@@H](O)[C@H](O)[C@H](O)[C@@H](O1)C)=O)C(CN(CC(=O)NCCCCCC(=O)ON1C(CCC1=O)=O)CC(N1C[C@H](C[C@H](C1)C(NCCO[C@H]1[C@@H](O)[C@H](O)[C@H](O)[C@@H](O1)C)=O)C(NCCO[C@H]1[C@@H](O)[C@H](O)[C@H](O)[C@@H](O1)C)=O)=O)=O